CC1CC2(C1)CCNCC2 2-methyl-7-azaspiro[3.5]nonan